(2S,4R)-1-(2-(3-Acetyl-5-(2-methylpyrimidin-5-yl)-1H-indazol-1-yl)acetyl)-N-(6-bromo-3-cyclopropylpyridin-2-yl)4-fluoropyrrolidine-2-carboxamide C(C)(=O)C1=NN(C2=CC=C(C=C12)C=1C=NC(=NC1)C)CC(=O)N1[C@@H](C[C@H](C1)F)C(=O)NC1=NC(=CC=C1C1CC1)Br